C1(CCCC1)N1C(CN(C=2C(N[C@](NC12)(N)NC=1C=C2C=CN(C2=CC1OC)C(CN1CCOCC1)=O)=O)C)CC (R)-8-cyclopentyl-7-ethyl-2-{[6-methoxy-1-(2-morpholinoacetyl)indol-5-yl]amino}-5-methyl-7,8-dihydropterin